5-(4,4,5,5-tetramethyl-1,3,2-dioxaborolan-2-yl)-2-[1-(3,3,3-trifluoropropyl)-4-piperidyl]-1,3-benzothiazole CC1(OB(OC1(C)C)C=1C=CC2=C(N=C(S2)C2CCN(CC2)CCC(F)(F)F)C1)C